Diglycidyl 4,5-epoxyhexahydrophthalate C(C1C(C(=O)OCC2CO2)CC2C(C1)O2)(=O)OCC2CO2